Ethyl-Propyl-Styrol C(C)C(=CC1=CC=CC=C1)CCC